C1(CCCC1)N1C(C(=C(C2=C1N=C(N=C2)NC2=NC=C(C=C2)N2CCNCC2)C)C(CC)=O)=O 8-cyclopentyl-5-methyl-2-(5-piperazin-1-yl-pyridin-2-ylamino)-6-propionyl-8H-pyrido[2,3-d]Pyrimidin-7-one